CC(C)(C)OC(=O)N1CC(CCC1)C=1N=NC(=CC1)C=1OC(=NN1)CCl 3-{6-[5-(chloromethyl)-1,3,4-oxadiazol-2-yl]-1,2-diazin-3-yl}hexahydropyridine-1-carboxylic acid 2-methylpropan-2-yl ester